CC(OC(NCCNC(OCC1=CC=C(C=C1)NC([C@H](C)NC([C@H](C(C)C)NC(CCC(=O)O)=O)=O)=O)=O)=O)(C)C 4-(((S)-1-(((S)-1-((4-(10,10-dimethyl-3,8-dioxo-2,9-dioxa-4,7-diazaundecyl)phenyl)amino)-1-oxopropan-2-yl)amino)-3-methyl-1-oxobutan-2-yl)amino)-4-oxobutanoic acid